CN1N=CC(=C1)N\C(\C)=C\1/C(NC2=CC(=C(C=C12)C=1C=NC=CC1C)C#N)=O (Z)-3-(1-((1-Methyl-1H-pyrazol-4-yl)amino)ethylidene)-5-(4-methylpyridin-3-yl)-2-oxoindoline-6-carbonitrile